ClC1=C[C@H]2N(C3=CC=CC=C13)[C@@H](CC2(C(=O)OC)C(=O)OC)N2C(CCC2=O)=O Dimethyl (1R,3aR)-5-chloro-1-(2,5-dioxopyrrolidin-1-yl)-1,2-dihydropyrrolo[1,2-a]quinoline-3,3(3aH)-dicarboxylate